FC(S(=O)(=O)N1CCC(CC1)NC1=NC=2C3=C(C=CC2C=N1)N=NN3C(C)C)F N-(1-((difluoromethyl)sulfonyl)piperidin-4-yl)-1-isopropyl-1H-[1,2,3]triazolo[4,5-h]quinazolin-8-amine